O.C(C)C1=C(C=CC(=C1)O)N=C(N)C1=C(C=2N(N=C1)C=C(C2)C2=[N+](C=CC=C2)[O-])NC[C@@H]2NCCC2 (R)-2-(3-(N'-(2-ethyl-4-hydroxyphenyl)carbamimidoyl)-4-((pyrrolidin-2-ylmethyl)amino)pyrrolo[1,2-b]pyridazin-6-yl)pyridine 1-oxide hydrate